Cl.N1CC(C1)C(CC1=CC=CC=C1)=O 1-(azetidin-3-yl)-2-phenylethan-1-one hydrochloride